(8Z)-14-methyl-8-hexadecenal CC(CCCC\C=C/CCCCCCC=O)CC